Cl.NC=1C(N(C=CC1)[C@H]1[C@H](C1)C)=O 3-amino-1-((1R,2S)-2-methylcyclopropyl)pyridin-2(1H)-one hydrochloride